(S)-N-(1-amino-3-hydroxy-1-oxopropan-2-yl)-2-methyl-5-((3-methylisoxazol-5-yl)methyl)benzofuran-3-carboxamide NC([C@H](CO)NC(=O)C1=C(OC2=C1C=C(C=C2)CC2=CC(=NO2)C)C)=O